2-(3-bromophenyl)-5-chloro-6-methylbenzofuran BrC=1C=C(C=CC1)C=1OC2=C(C1)C=C(C(=C2)C)Cl